1-(3-chloropropyl) cyclopropylmethanesulfonate C1(CC1)CS(=O)(=O)OCCCCl